Cl.ClC1=C(C=CC=C1C(F)(F)F)C=1CCCC2=C(C1C1=CC=C(C=C1)CC1CN(C1)CCCF)C=CC(=C2)C(=O)O 8-(2-chloro-3-(trifluoromethyl)phenyl)-9-(4-((1-(3-fluoropropyl)azetidin-3-yl)methyl)phenyl)-6,7-dihydro-5H-benzo[7]annulene-3-carboxylic acid hydrochloride